O1C=CC2=C1C=CC(=C2)S(=O)(=O)N2CC1=C(C2)CN(C1)C(=O)C1=C(N=CS1)C 5-[5-(1-Benzofuran-5-sulfonyl)-1H,2H,3H,4H,5H,6H-pyrrolo[3,4-c]pyrrole-2-carbonyl]-4-methyl-1,3-thiazole